P(=O)(O)(O)OCCCCCCCCCOC(C=C)=O acryloxynonyl dihydrogenphosphate